ClC=1C(=NC(=CN1)CCC1CC1)N1CCC(CC1)C(=O)OCC ethyl 1-(3-chloro-6-(2-cyclopropylethyl)pyrazin-2-yl)piperidine-4-carboxylate